BrC1=CC=C(O1)CN1C=NC=C1 1-((5-bromofuran-2-yl)methyl)-1H-imidazole